FC1=CC(=C(C=C1)O)\C=C(/CC)\[N+](=O)[O-] (E)-4-fluoro-2-(2-nitro-1-buten-1-yl)phenol